N1=C(C(=NC=C1)C(=O)[O-])C(=O)[O-] pyrazine-2,3-dicarboxylate